CNC(C)C1=CC=CC=C1 N-methyl-N-(1-phenylethyl)amine